(12R)-4-fluoro-12-methyl-1,6,11-triazatricyclo[7.4.0.02,7]trideca-2(7),3,5,8-tetraen-10-one FC1=CC=2N3C[C@H](NC(C3=CC2N=C1)=O)C